OCC(CO)(CO)N(CC1=CC=C(C=C1)CC(C)P([O-])([O-])=O)CC1=CC=C(C=C1)CC(C)P([O-])([O-])=O.[Na+].[Na+].[Na+].[Na+] sodium (((((1,3-dihydroxy-2-(hydroxymethyl)propan-2-yl)azanediyl)bis(methylene))bis(4,1-phenylene))bis(propane-1,2-diyl))bis(phosphonate)